N[C@H]1[C@H](CN(CC1)C(=O)OC(C)(C)C)F |o1:1,2| rel-tert-butyl (3S,4R)-4-amino-3-fluoropiperidine-1-carboxylate